BrC=1C=C(C=CC1)N(C1=NC=2N(C3=CC(=C(C=C13)F)Cl)C=NN2)C N-(3-bromophenyl)-8-chloro-7-fluoro-N-methyl-[1,2,4]triazolo[4,3-a]quinazolin-5-amine